ClC=1C=CC=C2C(CC(OC12)CO)NC(=O)NC1=NN(C=C1)C1=CC=CC=C1 1-[8-chloro-2-(hydroxymethyl)chroman-4-yl]-3-(1-phenylpyrazol-3-yl)urea